CC(CC1=CC=C(C=C1)SC)(C)N1CCOCC1 2-methyl-1-[4-(methylsulfanyl)-phenyl]-2-morpholinopropane